7-(cyclopentyloxy)-2-(1-methyl-2-oxabicyclo[2.1.1]Hex-4-yl)imidazo[1,2-a]Pyridine-6-carboxylic acid C1(CCCC1)OC1=CC=2N(C=C1C(=O)O)C=C(N2)C21COC(C2)(C1)C